CN1C=NC=C1C=1C2=C(C(=NC1)NC1=CC=C(C=C1)N1CCNCC1)C(NC2)=O 7-(1-methyl-1H-imidazol-5-yl)-4-((4-(piperazin-1-yl)phenyl)amino)-1,2-dihydro-3H-pyrrolo[3,4-c]pyridin-3-one